NC1=CC=CC(=N1)S(=O)(=O)NC(=O)C=1C(=NC(=CC1)C=1N(N=C(C1)C(F)(F)F)C)OC1=C(C=C(C=C1C)C)C N-[(6-Amino-2-pyridyl)sulfonyl]-6-[2-methyl-5-(trifluoromethyl)pyrazol-3-yl]-2-(2,4,6-trimethylphenoxy)pyridin-3-carboxamid